2-[6-[(2S)-2-(methoxymethyl)pyrrolidin-1-yl]pyridazin-3-yl]-3-methyl-5-(trifluoromethyl)phenol COC[C@H]1N(CCC1)C1=CC=C(N=N1)C1=C(C=C(C=C1C)C(F)(F)F)O